NC1CCC=2C(=C(C=C(C2C1=O)NC(C)=O)Cl)C N-(7-amino-3-chloro-4-methyl-8-oxo-5,6,7,8-tetrahydronaphth-1-yl)acetamide